Tribenzylsilylium tetrakis(2,3,4,5-tetrafluorophenyl)borate tert-butyl-3-(((benzyloxy)carbonyl)amino)-3-cyanoazetidine-1-carboxylate C(C)(C)(C)OC(=O)N1CC(C1)(C#N)NC(=O)OCC1=CC=CC=C1.FC1=C(C=C(C(=C1F)F)F)[B-](C1=C(C(=C(C(=C1)F)F)F)F)(C1=C(C(=C(C(=C1)F)F)F)F)C1=C(C(=C(C(=C1)F)F)F)F.C(C1=CC=CC=C1)[Si+](CC1=CC=CC=C1)CC1=CC=CC=C1